copper hydroxypiperidine ON1CCCCC1.[Cu]